zinc creatine O=C(O)CN(C)C(N)=N.[Zn]